5-(4-fluorophenyl)-N-(1-methylazetidin-3-yl)-7-phenylpyrazolo[1,5-a]pyrimidine-2-carboxamide FC1=CC=C(C=C1)C1=NC=2N(C(=C1)C1=CC=CC=C1)N=C(C2)C(=O)NC2CN(C2)C